BrC1=CC=C(C(=N1)C#N)N1[C@H](C[C@H](CC1)O)C |r| rac-6-bromo-3-[cis-4-hydroxy-2-methylpiperidin-1-yl]pyridine-2-carbonitrile